(3Z,12Z)-Pentadeca-3,12-dien-8-ol CC\C=C/CCCC(CCC\C=C/CC)O